O1CCN(CC1)C=1C=NC2=CC=C(C=C2N1)C=O 3-morpholinoquinoxaline-6-carbaldehyde